CC=1C=C(NC=O)C=CC1 m-methylformanilide